(S)-1-((2-acetamidoethyl)thio)-4-methyl-1-oxopentan-2-yl 3-((tert-butoxycarbonyl)amino)-2,2-dimethylpropanoate C(C)(C)(C)OC(=O)NCC(C(=O)O[C@H](C(=O)SCCNC(C)=O)CC(C)C)(C)C